ClC1=CC=C(C=C1)CCN1CCN(CC1)C1=NC(=NS1)C1=CC=C(C=C1)Cl 1-[2-(4-Chloro-phenyl)-ethyl]-4-[3-(4-chloro-phenyl)-[1,2,4]thiadiazol-5-yl]-piperazine